CC=1SC2=C(C1C)CCC(C2)N(C(OC(C)(C)C)=O)C tert-butyl N-(2,3-dimethyl-4,5,6,7-tetrahydrobenzothiophen-6-yl)-N-methyl-carbamate